ClCOC([C@@H](CC)C)=O (R)-2-Methylbutyric acid chloromethyl ester